2-cyclohexyl-N-[5-[4-methoxy-3-[(4-methoxy-2-methylphenyl)sulfamoyl]phenyl]-4-methyl-thiazol-2-yl]acetamide C1(CCCCC1)CC(=O)NC=1SC(=C(N1)C)C1=CC(=C(C=C1)OC)S(NC1=C(C=C(C=C1)OC)C)(=O)=O